3-[N,N-bis(hydroxyethyl)amino]-2-hydroxypropanesulphonic acid sodium salt [Na+].OCCN(CCO)CC(CS(=O)(=O)[O-])O